FC1=C(C#N)C=C(C=C1)OC=1C(=C2C=CN(C2=CC1F)S(=O)(=O)C1=CC=C(C)C=C1)CCO 2-Fluoro-5-((6-fluoro-4-(2-hydroxyethyl)-1-tosyl-1H-indol-5-yl)oxy)benzonitrile